C(C1=CC=CC=C1)N1C[C@@H]([C@@H](CC1)C)NC1=C2C(=NC=C1C(=O)OCC)NC=C2 ethyl 4-(((3R,4R)-1-benzyl-4-methylpiperidin-3-yl) amino)-1H-pyrrolo[2,3-b]pyridine-5-carboxylate